C(C=C)(=O)NC(CS(=O)(=O)[O-])(C)C.C(CCC)[N+]1=CC=CC=C1 N-butylpyridinium 2-acrylamido-2-methylpropanesulfonate